FC1(CC[C@@H](N(C1)C(C1=CC(=NC=C1C)NC1=NC=CC(=C1)OC(F)(F)F)=O)CNC([O-])=O)F (R)-((5,5-difluoro-1-(5-methyl-2-((4-(trifluoromethoxy)pyridine-2-yl)amino)isonicotinoyl)piperidin-2-yl)methyl)carbamate